2-{[(3R,6R)-1-{[2-fluoro-6-(2H-1,2,3-triazol-2-yl)phenyl]carbonyl}-6-methylpiperidin-3-yl]oxy}-3-methoxypyridine-4-carbonitrile FC1=C(C(=CC=C1)N1N=CC=N1)C(=O)N1C[C@@H](CC[C@H]1C)OC1=NC=CC(=C1OC)C#N